3,4,9,10-perylenetetracarboxylic dihydrazide C1=CC(=C2C(=CC=C3C4=CC=C(C=5C(=CC=C(C1=C23)C45)C(=O)O)C(=O)O)C(=O)NN)C(=O)NN